N-Bocamide C(=O)(OC(C)(C)C)[NH-]